OC\1CCC2=C(C=CO2)/C1=C/CC1=C(C(=O)OC)C(=CC=C1)C methyl (Z)-2-(2-(5-hydroxy-6,7-dihydrobenzofuran-4(5H)-ylidene) ethyl)-6-methylbenzoate